3-(6-fluoro-[1,2,4]triazolo[4,3-a]pyridin-7-yl)propan-1-ol FC=1C(=CC=2N(C1)C=NN2)CCCO